OC1=C(C=O)C=C(C=C1OC)\C=C\C(C1=CC=CC=C1)=O (E)-2-hydroxy-3-methoxy-5-(3-oxo-3-phenylprop-1-en-1-yl)benzaldehyde